3-(aminomethyl)pyridin-2-amine NCC=1C(=NC=CC1)N